p-Hydroxybenzoic acid methyl ester sodium salt [Na].COC(C1=CC=C(C=C1)O)=O